CC1=NC=2N(C(=C1)C)N=CC2C(=O)NC2=CC=C(C=C2)N2CCCCC2 5,7-DIMETHYL-N-(4-(PIPERIDIN-1-YL)PHENYL)PYRAZOLO[1,5-a]PYRIMIDINE-3-CARBOXAMIDE